1-(5-(6-(pyrrolidin-1-yl)pyrazin-2-yl)-1,3,4-thiadiazol-2-yl)ethyl methanesulfonate CS(=O)(=O)OC(C)C=1SC(=NN1)C1=NC(=CN=C1)N1CCCC1